6-(4-(phenyldiazenyl) phenoxy)-hexyl-acrylate C1(=CC=CC=C1)N=NC1=CC=C(OCCCCCCOC(C=C)=O)C=C1